3-((1-Isopropylpyrrolidin-3-yl)methoxy)-1-(6-methoxy-5-methylpyridin-3-yl)-4,5,7,8-tetrahydro-1H-oxepino[4,5-c]pyrazole, Formate Salt C(=O)O.C(C)(C)N1CC(CC1)COC=1C2=C(N(N1)C=1C=NC(=C(C1)C)OC)CCOCC2